tert-butyl 3-amino-6-((1R,2S)-1'-(tert-butoxycarbonyl)-5'-methoxy-2'-oxo spiro[cyclopropane-1,3'-indolin]-2-yl)-1H-indazole-1-carboxylate NC1=NN(C2=CC(=CC=C12)[C@@H]1C[C@@]12C(N(C1=CC=C(C=C21)OC)C(=O)OC(C)(C)C)=O)C(=O)OC(C)(C)C